CP(O)(=O)CC(C)C methylisobutyl-phosphinic acid